FC12CCC(CC1)(CC2)NC2=NC=C(C(=N2)N[C@H]2C[C@H](CCCC2)O)C(=O)N 2-(4-fluorobicyclo[2.2.2]octan-1-ylamino)-4-((1R,3S)-3-hydroxycycloheptylamino)pyrimidine-5-carboxamide